NCCNCCNCCNCCNCCN Pentaethylenhexamin